(3-bromobut-1-ynyl)-5-[3-[(5-bromo-2-pyridyl)oxy]cyclobutoxy]pyridine BrC(C#CC1=NC=C(C=C1)OC1CC(C1)OC1=NC=C(C=C1)Br)C